N[C@H]1CN(C[C@@H](C1)F)C(=O)C1=CC2=C(N(C(=N2)C=2N(C3=CC(=CC=C3C2)C2=CC(N(C=C2)C)=O)CC2CC2)C)C(=C1)OC 4-(2-{5-[(3R,5R)-3-amino-5-fluoropiperidine-1-carbonyl]-7-methoxy-1-methyl-1H-1,3-benzodiazol-2-yl}-1-(cyclopropylmethyl)-1H-indol-6-yl)-1-methyl-1,2-dihydropyridin-2-one